N-{3-[2-(4-chloro-3-fluorophenoxy)acetamido]bicyclo[1.1.1]pentan-1-yl}-2,3-dihydrothieno[3,4-b][1,4]dioxine-5-carboxamide ClC1=C(C=C(OCC(=O)NC23CC(C2)(C3)NC(=O)C=3SC=C2OCCOC23)C=C1)F